N-(3-Chloro-4-fluorophenyl)-4-(5-hydroxyoctahydropentalen-2-yl)thiazole-5-carboxamide ClC=1C=C(C=CC1F)NC(=O)C1=C(N=CS1)C1CC2CC(CC2C1)O